(NE,2S)-2-[[6,8-bis(trifluoromethyl)cinnolin-4-yl]amino]-N-(dimethylaminomethylene)propenamide FC(C=1C=C2C(=CN=NC2=C(C1)C(F)(F)F)NC(C(=O)/N=C/N(C)C)=C)(F)F